(3-fluoro-[1,1'-biphenyl]-2-yl)boronic acid FC=1C(=C(C=CC1)C1=CC=CC=C1)B(O)O